C(C)N1N=C(C2=C1CN(CC2)C(=O)N(C)C)C(=O)N2CCC(CC2)C2=C(C=CC=C2)C(F)(F)F 1-ethyl-N,N-dimethyl-3-(4-(2-(trifluoromethyl)phenyl)piperidine-1-carbonyl)-1,4,5,7-tetrahydro-6H-pyrazolo[3,4-c]pyridin-6-carboxamide